ClC1=CC2=C(C(=N1)C1CCOCC1)N=C(N2)CC(=O)OCC ethyl [6-chloro-4-(tetrahydro-2H-pyran-4-yl)-1H-imidazo[4,5-c]pyridin-2-yl]acetate